C(C)OC1=NC(=CC(=C1)C1=CC=C(C=C1)F)C1=CC=CC=C1 2-Ethoxy-4-(4-fluoro-phenyl)-6-phenyl-pyridine